COC(=O)C1=NN(C=N1)C1=NC=CN=C1[C@@H](C)O.[Si](C)(C)(C(C)(C)C)O[C@H](C)C=1C(=NC=CN1)N1N=C(N=C1)C(=O)OC |r| (rac)-Methyl 1-{3-[1-{[tert-butyl(dimethyl)silyl]oxy}ethyl]pyrazin-2-yl}-1H-1,2,4-triazole-3-carboxylate (rac)-Methyl-1-{3-[1-hydroxyethyl]pyrazin-2-yl}-1H-1,2,4-triazole-3-carboxylate